C(C1=CC=CC=C1)N1S(C2=C(C3=C1C=C(C(=C3)O)O)C=C(C(=C2)O)O)(=O)=O 6-benzyl-2,3,8,9-tetrahydroxy-6H-dibenzo[c,e][1,2]thiazine 5,5-dioxide